C(C)S(=O)(=O)C=1C(=NC=C(C1)N1C(CCC1)=O)C=1N=C2N(C(N(C(=C2)C(F)(F)F)C)=O)C1 2-[3-ethylsulfonyl-5-(2-oxo-pyrrolidin-1-yl)-2-pyridyl]-6-methyl-7-(trifluoromethyl)imidazo[1,2-c]Pyrimidin-5-one